C1=NC=CC2=CC=C3C=CN=CC3=C12 2,9-Phenanthroline